BrC=1C(=CC=C2C=CN(C12)S(=O)(=O)C1=CC=CC=C1)Cl 7-bromo-6-chloro-1-(phenylsulfonyl)-1H-indole